7-(6-chloropyridin-2-yl)-2-(2,5-dimethyl-1H-pyrrol-1-yl)-[1,2,4]-triazolo[1,5-a]pyridine ClC1=CC=CC(=N1)C1=CC=2N(C=C1)N=C(N2)N2C(=CC=C2C)C